7-chloro-3-[5-(difluoromethyl)-1,3,4-thiadiazol-2-yl]pyrazolo[1,5-a]pyridine-5-sulfonyl chloride ClC1=CC(=CC=2N1N=CC2C=2SC(=NN2)C(F)F)S(=O)(=O)Cl